3-(3-(methoxycarbonyl)phenyl)-1-propylcyclopentane-1-carboxylic acid COC(=O)C=1C=C(C=CC1)C1CC(CC1)(C(=O)O)CCC